7-amino-N-(oxetan-3-yl)-5-((6-(2-oxopyrrolidin-1-yl)pyridin-2-yl)amino)pyrazolo[1,5-a]pyrimidine-3-carboxamide NC1=CC(=NC=2N1N=CC2C(=O)NC2COC2)NC2=NC(=CC=C2)N2C(CCC2)=O